C(C)C(CCCCC)OC(C1=CC=CC=C1)=O benzoic acid ethylhexyl ester